NC1=C(C=C(C=C1)C1=NN(C2=NC=NC(=C21)N)C2CC(C2)(F)F)F 3-(4-amino-3-fluorophenyl)-1-(3,3-difluorocyclobutyl)-1H-pyrazolo[3,4-d]pyrimidin-4-amine